(S)-5-methyl-7-((1-methyl-1H-pyrazol-4-yl)oxy)-3-(tritylamino)-2,3-dihydrobenzo[b][1,4]oxazepin-4(5H)-one CN1C2=C(OC[C@@H](C1=O)NC(C1=CC=CC=C1)(C1=CC=CC=C1)C1=CC=CC=C1)C=CC(=C2)OC=2C=NN(C2)C